O=C1N(CC=2C1=NC=CC2)C21CC3(CC(CC(C2)C3)C1)NC(=O)C1=NC(=NC=C1)C 2-Methyl-pyrimidine-4-carboxylic acid [3-(7-oxo-5,7-dihydro-pyrrolo[3,4-b]pyridin-6-yl)-adamantan-1-yl]-amide